C(CCCCCC)(=O)O.C(CC)OC1=CC=C(C=C1)SC=1C=CC2=C(C(=CS2)C2CCN3CCCCC3CC2)C1 5-(4-propoxyphenyl)thio-3-(1-azabicyclo[5.4.0]undecan-4-yl)-benzothiophene heptanoate